C(C)N(CCNC(=S)NC=1C=C2C(=CC(=NC2=CC1)N1CCN(CC1)CC)C)CC 1-(2-(diethylamino)ethyl)-3-(4-methyl-2-(4-ethylpiperazin-1-yl)quinolin-6-yl)thiourea